2,4-di-octylthiomethyl-6-methylphenol C(CCCCCCC)SCC1=C(C(=CC(=C1)CSCCCCCCCC)C)O